Tert-butyl (2-(4-(((3-fluoropyridin-2-yl)methyl)amino)oxazolo[4,5-c]pyridin-2-yl)ethyl)carbamate FC=1C(=NC=CC1)CNC1=NC=CC2=C1N=C(O2)CCNC(OC(C)(C)C)=O